(S)-tert-butyl 2-(2-(2-hydroxy-2-(tetrahydro-2H-pyran-4-yl)acetyl)-6-(3-methyl-1H-pyrrolo[2,3-b]Pyridin-5-yl)-1,2,3,4-tetrahydroisoquinolin-8-yl)pyrrolidine-1-carboxylate OC(C(=O)N1CC2=C(C=C(C=C2CC1)C=1C=C2C(=NC1)NC=C2C)[C@H]2N(CCC2)C(=O)OC(C)(C)C)C2CCOCC2